t-butyl-((1-methoxyvinyl)oxy)dimethylsilane C(C)(C)(C)[Si](C)(C)OC(=C)OC